5-(trideuteriomethyl)-1,3,4-thiadiazol-2-amine [2H]C(C1=NN=C(S1)N)([2H])[2H]